OC(CC[C@@H](C(N[C@H](C(C=1SC=CN1)O)CCCC(F)(F)F)=O)NC(=O)C1=CN=C(S1)C1=CC=C(C=C1)C)C N-((2S)-5-hydroxy-1-oxo-1-(((2S)-6,6,6-trifluoro-1-hydroxy-1-(thiazol-2-yl)hexan-2-yl)amino)hexan-2-yl)-2-(p-tolyl)thiazole-5-carboxamide